(2S,5R)-2-(N-(1,4-oxazepane-6-carbonyl) carbamimidoyl)-7-oxo-1,6-diazabicyclo[3.2.1]octan-6-yl hydrogen sulfate S(=O)(=O)(ON1[C@@H]2CC[C@H](N(C1=O)C2)C(NC(=O)C2CNCCOC2)=N)O